C(N)(=O)[C@@](C(=O)O)(CCCN)N.N[C@@H](C(=O)OC(N)=O)CCCN carbamoyl (2r)-2,5-Diaminopentanoate (carbamoyl (2r)-2,5-diamino pentanoate)